diisopropanol CC(CCC(C)O)O